2,6-dimethyl-4-hydroxytetrahydropyran CC1OC(CC(C1)O)C